CC1=NOC(=C1)C(C)C=1C=C2C(=CC=NC2=CC1)C(=O)O 6-(1-(3-methylisoxazol-5-yl)ethyl)quinoline-4-carboxylic acid